FC=1C=C2C(C(=CN(C2=C(C1N1[C@H](CCC1)COC1=NC=CC=C1C)F)C1=CC=C(C=C1)O)C(=O)O)=O (R)-6,8-difluoro-1-(4-hydroxy-phenyl)-7-(2-(((3-methylpyridin-2-yl)oxy)methyl)pyrrolidin-1-yl)-4-oxo-1,4-dihydro-quinoline-3-carboxylic acid